C(CC)OC(C=1C(C(=O)OCCC)=CC=CC1)=O dipropyl-phthalate